CC(C(=O)O)C=1C=C2C=C(NC2=C(C1)[N+](=O)[O-])C1=CC=CC=C1.[N+](=O)([O-])C=1C=C(C=C2C=C(NC12)C1=CC=CC=C1)CC(=O)OC Methyl 2-(7-nitro-2-phenyl-1H-indol-5-yl)acetate {methyl 2-(7-nitro-2-phenyl-1H-indol-5-yl)acetate}